C(C)(CCC)C1(CCC(CC1)(N)N)C(C)CCC bis-secondary pentylcyclohexanediamine